(8-amino-2-((3-methylpyridin-2-yl)methoxy)-5-(pyrimidin-4-yl)-[1,2,4]triazolo[1,5-a]pyrazin-6-yl)benzonitrile NC=1C=2N(C(=C(N1)C1=C(C#N)C=CC=C1)C1=NC=NC=C1)N=C(N2)OCC2=NC=CC=C2C